14-(3-fluorophenyl)-2-methyl-8,13,13b,14-tetrahydroindolo[2',3':3,4]pyrido[2,1-b]quinazolin-5(7H)-one FC=1C=C(C=CC1)N1C2N(C(C=3C=CC(=CC13)C)=O)CCC1=C2NC2=CC=CC=C21